Methyl 5-cyclopropyl-2,3,4-trifluorobenzoate C1(CC1)C=1C(=C(C(=C(C(=O)OC)C1)F)F)F